O1N=CN=C1C[C@@]12C[C@H](N([C@H]2C1)C(=O)OC(C)(C)C)C(=O)OCC1=CC=CC=C1 3-benzyl 2-(tert-butyl) (1S,3S,5S)-5-((1,2,4-oxadiazol-5-yl)methyl)-2-azabicyclo[3.1.0]hexane-2,3-dicarboxylate